C(C=C)(=O)N1C[C@H](C[C@@H]1COC)N1N=C(C(=C1NC)C(=O)N)C#CC1=CC2=C(N(C=N2)CC)C=C1F 1-((3s,5r)-1-propenoyl-5-(methoxymethyl)pyrrolidin-3-yl)-3-((1-ethyl-6-fluoro-1H-benzo[d]imidazol-5-yl)ethynyl)-5-(methylamino)-1H-pyrazole-4-carboxamide